Cl.ClC=1C=C(C=C(C1)Cl)C=1OC2=C(N1)C=CC(=C2)C(=O)OCCN(C)C 2-(dimethylamino)ethyl 2-(3,5-dichlorophenyl)benzo-[d]oxazole-6-carboxylate hydrochloride